C(C)(=O)[O-].C(C)(=O)[O-].C(CCC)[Sn+2] Butyltin diacetate